methyl [(6S)-4-{4-[3-(4-hydroxyphenyl)propanamido]phenyl}-2,3,9-trimethyl-6H-thieno[3,2-f][1,2,4]triazolo[4,3-a][1,4]diazepin-6-yl]acetate OC1=CC=C(C=C1)CCC(=O)NC1=CC=C(C=C1)C1=N[C@H](C=2N(C3=C1C(=C(S3)C)C)C(=NN2)C)CC(=O)OC